COC(=O)C1=NC(=CC=C1NS(=O)(=O)C1=C(C=CC=C1)[N+](=O)[O-])Cl 6-chloro-3-[(2-nitrophenyl)sulfonylamino]pyridine-2-carboxylic acid methyl ester